ClC1=CC=C2C(=N1)C(=CS2)C2=CC(=NC=C2)C 5-chloro-3-(2-methylpyridin-4-yl)thieno[3,2-b]pyridine